3-methyl-4-oxobutanoic acid methyl ester COC(CC(C=O)C)=O